N-[2-hydroxy-2-[5-(1-hydroxy-1-methyl-ethyl)-3-pyridyl]ethyl]-N-propyl-2-[6-(trifluoromethyl)-3-pyridyl]acetamide OC(CN(C(CC=1C=NC(=CC1)C(F)(F)F)=O)CCC)C=1C=NC=C(C1)C(C)(C)O